N(=[N+]=[N-])C(CCCCCCCN[C@H](C(=O)N1[C@@H](C[C@H](C1)O)C(=O)NCC1=CC=C(C=C1)C1=C(N=CS1)C)C(C)(C)C)CCCCCCCCCC (2s,4r)-1-((S)-2-(8-azidooctadecylamino)-3,3-dimethylbutyryl)-4-hydroxy-N-(4-(4-methylthiazol-5-yl)benzyl)pyrrolidine-2-carboxamide